2,3-bis(methoxymethoxy)-5-methylbenzaldehyde COCOC1=C(C=O)C=C(C=C1OCOC)C